CC(C)(C)S(=O)NC(C)C1=CC=C(C=C1)S(=O)(=O)N 4-[1-[(2-methylpropan-2-sulfinyl)amino]ethyl]benzene-1-sulfonamide